NC1=NC=2C=NC(=CC2C2=C1[C@H](OC2)C)C(=O)N2[C@H](COC[C@H]2C=2C=NC(=CC2)C(F)(F)F)C ((3R)-4-amino-3-methyl-1,3-dihydrofuro[3,4-c][1,7]naphthyridin-8-yl)((3S,5R)-3-methyl-5-(6-(trifluoromethyl)-3-pyridinyl)-4-morpholinyl)methanone